O[C@@H]1C[C@H](N(C1)C([C@H](C(C)(C)C)NC(=O)C=1C=C(C=NC1)N1CCC(CC1)CCCC(=O)OCC)=O)C(NCC1=CC=C(C=C1)C1=C(N=CS1)C)=O ethyl 4-(1-(5-(((S)-1-((2S,4R)-4-hydroxy-2-((4-(4-methylthiazol-5-yl)benzyl)carbamoyl)pyrrolidin-1-yl)-3,3-dimethyl-1-oxobutan-2-yl)carbamoyl)pyridin-3-yl)piperidin-4-yl)butanoate